4-(4,4,5,5-tetramethyl-1,3,2-dioxaborolan-2-yl)-1,3-benzoxazole CC1(OB(OC1(C)C)C1=CC=CC2=C1N=CO2)C